pentenyl carbonate C(OC=CCCC)([O-])=O